FC1([C@H]2CC=3C(=NN(C3C[C@]21C)C2OCCCC2)C=2NC1=CC(=CC=C1C2)C(=O)N2C[C@H](N(CC2)C(=O)OC(C)(C)C)C)F tert-butyl (2R)-4-{2-[(4aS,5aR)-5,5-difluoro-5a-methyl-1-(oxan-2-yl)-4H,4aH,6H-cyclopropa[f]indazol-3-yl]-1H-indole-6-carbonyl}-2-methylpiperazine-1-carboxylate